(S)-2-((S)-3-(1H-1,2,4-triazol-5-yl)piperidin-1-yl)-N-(5-propylpyridin-2-yl)propanamide N1N=CN=C1[C@@H]1CN(CCC1)[C@H](C(=O)NC1=NC=C(C=C1)CCC)C